(Z)-7-((2R,3R,4s,5R)-5-((R)-(3,4-dichlorophenyl)(hydroxy)methyl)-3,4-dihydroxytetrahydrofuran-2-yl)-1,4a,7,7a-tetrahydro-4H-pyrrolo[2,3-d]pyrimidin-4-one O-(2,2-difluoroethyl) oxime FC(CO\N=C/1\C2C(NC=N1)N(C=C2)[C@@H]2O[C@@H]([C@H]([C@H]2O)O)[C@H](O)C2=CC(=C(C=C2)Cl)Cl)F